N-(1-(4-(2-(2-Aminopyridin-3-yl)-5-phenyl-3H-imidazo[4,5-b]pyridin-3-yl)benzyl)piperidin-4-yl)-4-chloro-N-methyl-1,3,5-triazin-2-amine NC1=NC=CC=C1C1=NC=2C(=NC(=CC2)C2=CC=CC=C2)N1C1=CC=C(CN2CCC(CC2)N(C2=NC=NC(=N2)Cl)C)C=C1